ortho-xylene diacrylate C(C=C)(=O)O.C(C=C)(=O)O.C=1(C(=CC=CC1)C)C